2-bromo-4-(3,3-diethoxypropoxy)-3-fluorobenzonitrile BrC1=C(C#N)C=CC(=C1F)OCCC(OCC)OCC